BrC=1C(=C(C=CC1)CC1N(CCC1[N+](=O)[O-])C(=O)OCC1=CC=CC=C1)F Benzyl 2-[(3-bromo-2-fluorophenyl)methyl]-3-nitropyrrolidine-1-carboxylate